C(#N)C1=CC(=C(C=C1)COC1=CC=CC(=N1)C=1C(=NC(=NC1)CC(=O)O)C)F 2-(5-(6-[(4-cyano-2-fluorophenyl)methoxy]pyridin-2-yl)-4-methylpyrimidin-2-yl)acetic acid